acetamidomethylenecarbon C(C)(=O)NC=[C]